tert-butyl 6-((4-(4-(trifluoromethyl)piperidin-1-yl) phenyl)amino)-1H-indazole-1-carboxylate FC(C1CCN(CC1)C1=CC=C(C=C1)NC1=CC=C2C=NN(C2=C1)C(=O)OC(C)(C)C)(F)F